N,N-bis(3-methoxybenzyl)-3-((4-methylpiperazin-1-yl)methyl)aniline COC=1C=C(CN(C2=CC(=CC=C2)CN2CCN(CC2)C)CC2=CC(=CC=C2)OC)C=CC1